C(=C)C=1C(=C(C=CC1)S(=O)(=O)[O-])C=C.C(CCC)[N+](CCCC)(CCCC)CCCC tetrabutylammonium divinylbenzenesulfonate